3-(5-(6-Amino-3-fluoro-4-methylpyridin-2-yl)-4-fluoro-1-oxoisoindolin-2-yl)piperidin-2,6-dion NC1=CC(=C(C(=N1)C=1C(=C2CN(C(C2=CC1)=O)C1C(NC(CC1)=O)=O)F)F)C